[C@H]12OC[C@H](N(C1)CC[C@H](CSC1=CC=CC=C1)NC(OC(C)(C)C)=O)C2 tert-butyl ((R)-4-((1R,4R)-2-oxa-5-azabicyclo[2.2.1]heptan-5-yl)-1-(phenylthio)butan-2-yl)carbamate